CN1CCOC2C=3C=C(C=NC3CCC21)C#CC2=CC=CC=C2 4-Methyl-9-(phenylethynyl)-3,4,4a,5,6,10b-hexahydro-2H-[1,4]oxazino[2,3-f]quinoline